Cl.Cl.FC=1C=C2C(=CC=NC2=CC1)C1CCC(CC1)[C@H](C(=O)NN)C (R)-2-((1s,4S)-4-(6-fluoroquinolin-4-yl)cyclohexyl)propanehydrazide 2HCl salt